2-(4-((1-methyl-9-(1-methyl-1H-pyrazol-4-yl)-6,7-dihydro-5H-benzo[c][1,2,3]triazolo[1,5-a]azepin-7-yl)amino)phenyl)acetic acid CC=1N=NN2C1C1=C(C(CC2)NC2=CC=C(C=C2)CC(=O)O)C=C(C=C1)C=1C=NN(C1)C